Cl.Cl.C(C)C=1C=NN2C1N=C1C(=C2NC2CNCC2)CCC12CCCCC2 3'-ethyl-N-(pyrrolidin-3-yl)-6',7'-dihydrospiro[cyclohexane-1,5'-cyclopenta[d]pyrazolo[1,5-a]pyrimidine]-8'-amine dihydrochloride